2''-(difluoromethyl)-3-fluoro-N-(8H-indeno[1,2-d]thiazol-2-yl)-5''-methoxy-2-oxo-2H-[1,2':4',4''-terpyridine]-5'-Carboxamide FC(C1=NC=C(C(=C1)C1=CC(=NC=C1C(=O)NC=1SC2=C(N1)C=1C=CC=CC1C2)N2C(C(=CC=C2)F)=O)OC)F